(S)-N-(1-(2-fluoroethyl)pyrrolidin-3-yl)benzene-1,4-diamine FCCN1C[C@H](CC1)NC1=CC=C(C=C1)N